1-(1-hexyl)-2,3-dimethylimidazolium C(CCCCC)N1C(=[N+](C=C1)C)C